C(N)(=S)C=1C=C(C=CC1)C1=CN(C2=CC(=CC=C12)C(C(=O)N)COCCCCCCOC1=C2C(N(C(C2=CC=C1)=O)C1C(NC(CC1)=O)=O)=O)C1CCC(CC1)(F)F 3-(3-carbamothioylphenyl)-1-(4,4-difluorocyclohexyl)-1H-indol-6-yl-3-((6-((2-(2,6-dioxopiperidin-3-yl)-1,3-dioxoisoindolin-4-yl)oxy)hexyl)oxy)propanamide